5-isopropoxy-2,3-dihydro-1H-inden C(C)(C)OC=1C=C2CCCC2=CC1